(trifluoromethyl)-1H-1,2,3-triazol FC(F)(F)N1N=NC=C1